[3-(3-chloro-2-piperazin-1-yl-6-quinolinyl)-1H-1,2,4-triazol-5-yl]methylamine dihydrochloride Cl.Cl.ClC=1C(=NC2=CC=C(C=C2C1)C1=NNC(=N1)CN)N1CCNCC1